C(C)(C)(C)OC(=O)N1C[C@@H]([C@H](C1)OC)COC=1C2=C(N=C(N1)NC=1C=NN(C1)C)NC=C2Cl.N2N=C(C=C2)NC2CCC(CC2)=O 4-(pyrazolyl-amino)cyclohexanone (3R,4R)-tert-butyl-3-(((5-chloro-2-((1-methyl-1H-pyrazol-4-yl)amino)-7H-pyrrolo[2,3-d]pyrimidin-4-yl)oxy)methyl)-4-methoxypyrrolidine-1-carboxylate